NC=1C=C(C=C(C1)[N+](=O)[O-])C1=CC(=CC=C1)C#N 3'-amino-5'-nitro-[1,1'-biphenyl]-3-carbonitrile